C(C1=CC=CC=C1)OC1=CC(=NC2=CC=C(C(=C12)F)OC)Cl 4-benzyloxy-2-chloro-5-fluoro-6-methoxy-quinoline